Cl.COC(=O)[C@H]1CNCC1 (3R)-pyrrolidine-3-carboxylic acid methyl ester hydrochloride